N1(N=CC=C1)CC(=O)NC1=CC(=C(C(=O)OCC)C=C1)OCCCO[C@H]1O[C@H]2[C@@]34C([C@@H](CC[C@H]3[C@H]1C)C)CC[C@@](OO4)(O2)C Ethyl 4-(2-(1H-pyrazol-1-yl)acetamido)-2-(3-(((3R,6R,8aS,9R,10S,12R,12aR)-3,6,9-trimethyldecahydro-12H-3,12-epoxy[1,2]dioxepino[4,3-i]isochromen-10-yl)oxy)propoxy)benzoate